COCCOCCOC1=C(C=CC=C1)C1=CC=C(C=C1)C(=CC1=CC=CC=C1)C1=CC=CC=C1 4-(2-(2-(2-methoxyethoxy)ethoxy)phenyl)-1,1,2-triphenylethylene